C(C)(C)NC(=O)C1=CC2=C(N=C(S2)C2CCNCC2)C=C1 N-isopropyl-2-(piperidin-4-yl)benzo-[d]thiazole-6-carboxamide